ClC=1C=C(C=CC1C)C1CCN(CC1)C(=O)C1CC2(C1)NC(OC2)=O (2s,4s)-2-(4-(3-chloro-4-methylphenyl)piperidine-1-carbonyl)-7-oxa-5-azaspiro[3.4]Octane-6-one